1-[(3-methoxy-6-methyl-pyridazin-4-yl)methyl]pyrazol COC=1N=NC(=CC1CN1N=CC=C1)C